4'-methoxy-[1,1'-biphenyl] COC1=CC=C(C=C1)C1=CC=CC=C1